C1(CCCC1)N(C=O)C1CCCC1 dicyclopentanylcarboxamide